(S)-(6-(2,5-dimethoxy-3,4,6-trimethylphenyl)-1-(isopropylamino)-1-oxohex-2-yl)carbamic acid tert-butyl ester C(C)(C)(C)OC(N[C@H](C(=O)NC(C)C)CCCCC1=C(C(=C(C(=C1C)OC)C)C)OC)=O